N-((1S)-8,9-difluoro-4-hydroxy-6-oxo-1,2,3,4,5,6-hexahydrophenanthridin-1-yl)-5-fluoro-N-methyl-1H-indole-2-carboxamide FC=1C=C2C(NC=3C(CC[C@@H](C3C2=CC1F)N(C(=O)C=1NC2=CC=C(C=C2C1)F)C)O)=O